BrC1=C(C(=CC(=C1)Cl)C(N)=O)NC(=O)C=1N(N=C(C1)OC)C1=NC=CC=C1Cl N-(2-bromo-6-carbamoyl-4-chloro-phenyl)-2-(3-chloro-2-pyridyl)-5-methoxy-pyrazole-3-carboxamide